COC(=O)C1CN(C(CC1=O)C)C(=O)OC(C)(C)C (+/-)-6-methyl-4-oxopiperidine-1,3-dicarboxylic acid tert-butyl 3-methyl ester